OCC=1C=C2C(C=COC2=C(C1)C)=O 6-(hydroxymethyl)-8-methyl-4H-chromen-4-one